butenyl-anthracene methyl-(1r,4r)-4-((2-(1-((tert-butyldimethylsilyl)oxy)propan-2-yl)phenyl)amino)cyclohexane-1-carboxylate COC(=O)C1CCC(CC1)NC1=C(C=CC=C1)C(CO[Si](C)(C)C(C)(C)C)C.C(=CCC)C1=CC=CC2=CC3=CC=CC=C3C=C12